(R)-6-((benzyloxy)methyl)-2-bromo-4,5,7,8-tetrahydro-3-oxa-1-thia-5a,8-diazabenzo[cd]azulen-9(6H)-one C(C1=CC=CC=C1)OC[C@@H]1N2C=3C(=C(SC3C(NC1)=O)Br)OCC2